2-(dimethylamino)-ethyl acrylate C(C=C)(=O)OCCN(C)C